(1r,3r)-3-((7-fluoronaphthalen-2-yl)oxy)cyclobutane-1-amine hydrochloride Cl.FC1=CC=C2C=CC(=CC2=C1)OC1CC(C1)N